SCCOC1=C(C(=C(C=C1)OCCS)OCCS)OCCS 1,2,3,4-tetrakis(mercaptoethoxy)benzene